N-(5-(trans-3-(4-(trifluoromethyl)phenyl)cyclobutoxy)-1H-indol-3-yl)-1H-pyrazole-5-carboxamide FC(C1=CC=C(C=C1)[C@@H]1C[C@H](C1)OC=1C=C2C(=CNC2=CC1)NC(=O)C1=CC=NN1)(F)F